COC1=CC=C(C=C1)C1(C2=CC=CC=C2NC=2C=CC=CC12)C1=CC=C(C=C1)OC 9,9-di(4-methoxyphenyl)-9,10-dihydroacridine